C(C1=CC=CC=C1)OCC1OCC2(C1)CCN(CC2)C2=CC=C(C=C2)[C@H]2[C@H](CCC1=CC(=CC=C21)OC(C)(C)C)C2=CC=CC=C2 3-((benzyloxy)methyl)-8-(4-((1R,2S)-6-(tert-butoxy)-2-phenyl-1,2,3,4-tetrahydronaphthalen-1-yl)phenyl)-2-oxa-8-azaspiro[4.5]decane